COC(=O)C1=C(C(=NN1C=1SC(=C(N1)N1CCN(CC1)CC)SC(C)C)C)Br 4-Bromo-1-(4-(4-ethylpiperazin-1-yl)-5-(isopropylsulfanyl)thiazol-2-yl)-3-methyl-1H-pyrazole-5-carboxylic acid methyl ester